trans-1-[4-[5-chloro-6-oxo-4-[[(3R)-tetrahydropyran-3-yl]methylamino]pyridazin-1-yl]cyclohexyl]-3-(2-hydroxyethyl)benzimidazol-2-one ClC1=C(C=NN(C1=O)[C@@H]1CC[C@H](CC1)N1C(N(C2=C1C=CC=C2)CCO)=O)NC[C@@H]2COCCC2